5-bromo-2-(2-((tert-butyldimethylsilyl)oxy)propan-2-yl)-4-methylpyridine BrC=1C(=CC(=NC1)C(C)(C)O[Si](C)(C)C(C)(C)C)C